N[C@@H]1[C@@H](CNC1)NC(=O)C=1NC2=C(C(=C(C=C2C1)Cl)F)F N-((3R,4S)-4-Aminopyrrolidin-3-yl)-5-chloro-6,7-difluoro-1H-indole-2-carboxamide